methyl 3-amino-6-methoxythieno[2,3-b]pyridine-2-carboxylate NC1=C(SC2=NC(=CC=C21)OC)C(=O)OC